2-(6-Chloropyridin-3-yl)-N-(5-(2-(5-(2-(pyridin-2-yl)acetamido)1,3,4-thiadiazol-2-ylmercapto)ethylthio)-1,3,4-thiadiazol-2-yl)acetamide ClC1=CC=C(C=N1)CC(=O)NC=1SC(=NN1)SCCSC=1SC(=NN1)NC(CC1=NC=CC=C1)=O